ClC=1C(=CC2=C(C(N3[C@@H](CO2)C[C@H](C3)O)=O)C1OCC)C (2R,11aR)-7-Chloro-6-ethoxy-2-hydroxy-8-methyl-2,3,11,11a-tetrahydro-1H,5H-benzo[f]pyrrolo[2,1-c][1,4]oxazepin-5-one